Cl.N[C@H](CO)C1=CC(=C(C=C1)Cl)C1=NNC=C1 (S)-2-amino-2-(4-chloro-3-(1H-pyrazol-3-yl)phenyl)ethan-1-ol hydrochloride